(4R)-4-amino-2-methyl-8-azaspiro[4.5]decan-2-ol N[C@@H]1CC(CC12CCNCC2)(O)C